Cl.ClCC=1C=NC=C(C#N)C1 5-chloromethylnicotinonitrile hydrochloride Salt